1-(azepan-4-yl)-N-(2-methylpropyl)piperidine-4-carboxamide TFA Salt OC(=O)C(F)(F)F.N1CCC(CCC1)N1CCC(CC1)C(=O)NCC(C)C